C(C)(=O)N1CCC(CC1)NCC1=NN(C2=CC(=CC=C12)C1=NC=CC(=C1Cl)C=1C(=C(C=CC1)C1=CC=C(C(=N1)OC)CNC[C@H]1CCC(N1)=O)Cl)C (R)-5-((((6-(3-(2-(3-(((1-acetylpiperidin-4-yl)amino)methyl)-1-methyl-1H-indazol-6-yl)-3-chloropyridin-4-yl)-2-chlorophenyl)-2-methoxypyridin-3-yl)methyl)amino)methyl)pyrrolidin-2-one